C(C1=CC=CC=C1)OC1=C(C=C(C=C1)C1=CC=2N(C3=CC(=CC=C3OC2C=C1)C=1C=C2C=CNC2=CC1)CCN1CCOCC1)C(F)(F)F 2-[4-(benzyloxy)-3-(trifluoromethyl)phenyl]-8-(1H-indol-5-yl)-10-[2-(morpholin-4-yl)ethyl]phenoxazine